4-(4-(3-methyl-1H-1,2,4-triazol-1-yl)butyl)phenol CC1=NN(C=N1)CCCCC1=CC=C(C=C1)O